2,4-Dichloro-6-methylpyrimidine-5-amine ClC1=NC(=C(C(=N1)Cl)N)C